FC1=C(C(=CC(=C1)OC)F)[C@H]1[C@@H](C(NC1)=O)NC(=O)NC1=CC=C(C=C1)OC(F)(F)F |o1:10,11| (-)-1-[(3S*,4R*)-4-(2,6-Difluoro-4-methoxyphenyl)-2-oxopyrrolidin-3-yl]-3-[4-(trifluoromethoxy)phenyl]urea